2,3,5-triaminobenzoic acid NC1=C(C(=O)O)C=C(C=C1N)N